FC(C(O)C1=CC(=C(C=C1)OCC1CCN(CC1)S(=O)(=O)C)S(=O)(=O)C)(F)F 2,2,2-trifluoro-1-(3-(methylsulfonyl)-4-((1-(methylsulfonyl)-piperidin-4-yl)methoxy)phenyl)ethan-1-ol